ClC1=NC=C(C(=N1)NC=1C(=NC=CC1)N1C(CCCC1)=O)Cl 1-(3-((2,5-dichloropyrimidin-4-yl)amino)pyridin-2-yl)piperidin-2-one